CCC(=O)O.C(#N)C(=C(C1CCCCC1)C1=CC=CC=C1)C cyanophenyl-cyclohexyl-1-propene E-methyl-acetate